(3R*,3aR*,6S*,7aS*)-N,2-dibenzyl-8-[(2-nitrophenyl)sulfonyl]-1-oxo-1,2,3,6,7,7a-Hexahydro-3a,6-epiiminoisoindole-3-carboxamide C(C1=CC=CC=C1)NC(=O)[C@@H]1N(C([C@H]2C[C@H]3C=C[C@]12N3S(=O)(=O)C3=C(C=CC=C3)[N+](=O)[O-])=O)CC3=CC=CC=C3 |o1:10,13,15,18|